3-chloro-4-iodo-1H-pyridin-2-one ClC=1C(NC=CC1I)=O